C1=CC=C(C=2SC3=C(C21)C=CC=C3)C=3C=C(C=CC3)C=3C2=C(N=CN3)C3=C(O2)C=CC(=C3)C3=CC(=CC=C3)C3=CC=CC2=C3SC3=C2C=CC=C3 4,8-bis[3-(dibenzothiophene-4-yl)phenyl]-[1]benzofurano[3,2-d]pyrimidine